Trans-N-{[5-chloro-6-(6-fluoro-5-methoxy-2-pyridyl)-2-indolyl]methyl}2-methoxycyclopropanecarboxamide ClC=1C=C2C=C(NC2=CC1C1=NC(=C(C=C1)OC)F)CNC(=O)[C@H]1[C@@H](C1)OC